4,5-dimethyl-1-[3-(triethoxysilyl)propyl]-1,2,3-triazole CC=1N=NN(C1C)CCC[Si](OCC)(OCC)OCC